tert-butyl 3,4-bis(methylsulfonyloxymethyl)pyrrolidine-1-carboxylate CS(=O)(=O)OCC1CN(CC1COS(=O)(=O)C)C(=O)OC(C)(C)C